Methyl (2S)-2-[[(4Z)-4-(1,3-benzothiazol-6-ylmethylene)-5-oxo-1H-imidazol-2-yl]amino]-3-phenyl-propanoate S1C=NC2=C1C=C(C=C2)\C=C\2/N=C(NC2=O)N[C@H](C(=O)OC)CC2=CC=CC=C2